N1CC(C1)CN(C=1C2=C(N=C(N1)OCC13CCCN3CCC1)C(=C(N=C2)C2=CC=CC1=CC=CC(=C21)Cl)F)C N-(azetidin-3-ylmethyl)-7-(8-chloronaphthalen-1-yl)-8-fluoro-2-((hexahydro-1H-pyrrolizin-7a-yl)methoxy)-N-methylpyrido[4,3-d]pyrimidin-4-amine